C12NNC(C(C1)C2)C(=O)OC methyl 2,3-diazabicyclo[3.1.1]heptane-4-carboxylate